silicon-tin dioxide [Sn](=O)=O.[Si]